C1(CCCCC1)C(=O)N1CCN(CC1)C(CCC=1NC(C2=C(C=CC=C2C1)F)=O)=O 3-(3-(4-(cyclohexanecarbonyl)piperazin-1-yl)-3-oxopropyl)-8-fluoroisoquinolin-1(2H)-one